COC=1C=C(C(=NC1)C#N)C(F)(F)F 5-methoxy-3-(trifluoromethyl)pyridine-2-carbonitrile